N-(6-oxo-7-(3-((tetrahydro-2H-pyran-2-yl)oxy)propyl)-6,7,8,9-tetrahydronaphtho[1,2-d][1,3]dioxol-5-yl)acetamide O=C1C=2C(=CC3=C(OCO3)C2CCC1CCCOC1OCCCC1)NC(C)=O